tert-Butyl (1S,3R,5S)-3-formyl-2-azabicyclo[3.1.0]hexane-2-carboxylate C(=O)[C@@H]1N([C@H]2C[C@H]2C1)C(=O)OC(C)(C)C